5-(3-(methoxymethoxy)-4-(4,4,5,5-tetramethyl-1,3,2-dioxaborolan-2-yl)phenyl)-2,7-dimethyl-2H-indazole COCOC=1C=C(C=CC1B1OC(C(O1)(C)C)(C)C)C1=CC2=CN(N=C2C(=C1)C)C